(5'-hydroxy-4'-methyl-[2,3'-bipyridine]-6'-carbonyl)glycine ethyl ester C(C)OC(CNC(=O)C1=C(C(=C(C=N1)C1=NC=CC=C1)C)O)=O